CN1C=C(C2=CC=CC=C12)C1=NC(=NC=C1)NC=1C=CC(=C(C(=O)OC)C1)N1CCOCC1 methyl 5-((4-(1-methyl-1H-indol-3-yl) pyrimidin-2-yl) amino)-2-morpholinobenzoate